Tert-butyl (S)-(3-(4-((4-amino-2-(pent-2-yloxy)imidazo[2,1-f][1,2,4]triazin-7-yl)methyl)piperidin-1-yl)propyl)(methyl)carbamate NC1=NC(=NN2C1=NC=C2CC2CCN(CC2)CCCN(C(OC(C)(C)C)=O)C)O[C@@H](C)CCC